C(C)OC(=O)C=1OC2=C(C1C)C=C(C=C2)S(N(CCC2=CC=CC=C2)CC2=C(C=CC=C2)N2CCN(CC2)CC2=CC=CC=C2)(=O)=O 3-Methyl-5-(N-(2-(4-Benzylpiperazin-1-yl)benzyl)-N-phenethylsulfamoyl)benzofuran-2-carboxylic acid ethyl ester